CC(C#CC(SC)=O)(C)N(C1C(CCC1)OC1=CC=CC=C1)C S-methyl 4-methyl-4-[methyl(2-phenoxycyclopentyl)amino]pent-2-ynethioate